(R)- or (S)-((2-((benzyloxy)carbonyl)benzo[b]thiophen-5-yl)fluoromethyl)phosphonic acid C(C1=CC=CC=C1)OC(=O)C1=CC2=C(S1)C=CC(=C2)[C@H](F)P(O)(O)=O |o1:19|